NC1=CC=CC2=NSN=C21 4-Amino-2,1,3-benzothiadiazole